C(CCCCC)OC1=CC=C(C(=O)[O-])C=C1 4-hexoxybenzoate